C[C@@H]1N(CC(C1)CC1=NOC(=N1)C)C(=O)OC(C)(C)C tert-butyl (2S)-2-methyl-4-((5-methyl-1,2,4-oxadiazol-3-yl)methyl)pyrrolidine-1-carboxylate